N(=[N+]=[N-])C(CN1C(=NC=C1)[N+](=O)[O-])CF (2-azido-3-fluoropropyl)-2-nitro-1H-imidazole